7-((3aS,4R,6aR)-6-(2-(6-chloro-5-fluoroisoquinolin-8-yl)ethyl)-2,2-dimethyl-3a,6a-dihydro-4H-cyclopenta[d][1,3]dioxol-4-yl)-7H-pyrrolo[2,3-d]pyrimidin-4-amine ClC=1C(=C2C=CN=CC2=C(C1)CCC1=C[C@H]([C@H]2[C@@H]1OC(O2)(C)C)N2C=CC1=C2N=CN=C1N)F